NC(CC(C)C)CC(C)C 1-amino-1-isobutyl-3-methyl-butane